ethyl (Z)-(2-cyano-2-(2-(3,5-dichloro-4-((5-isopropyl-6-oxo-1,6-dihydropyridazin-3-yl)oxy)phenyl)hydrazineylidene)acetyl)carbamate C(#N)/C(/C(=O)NC(OCC)=O)=N/NC1=CC(=C(C(=C1)Cl)OC1=NNC(C(=C1)C(C)C)=O)Cl